tert-Butyl 4-(4-hydroxypyrrolo[2,1-f][1,2,4]triazin-5-yl)-3,6-dihydropyridine-1(2H)-carboxylate OC1=NC=NN2C1=C(C=C2)C=2CCN(CC2)C(=O)OC(C)(C)C